methylenebis[6-(2H-benzotriazol-2-yl)-4-tert-octylphenol] C(C1=C(C(=CC(=C1)C(C)(C)CC(C)(C)C)N1N=C2C(=N1)C=CC=C2)O)C2=C(C(=CC(=C2)C(C)(C)CC(C)(C)C)N2N=C1C(=N2)C=CC=C1)O